(R)-2-(3-(3-(2-((tert-butoxycarbonyl)amino)-2-phenylethyl)-1-(2-fluoro-6-(trifluoromethyl)benzyl)-6-methyl-2,4-dioxo-1,2,3,4-tetrahydropyrimidin-5-yl)-2-fluorophenoxy)acetic acid C(C)(C)(C)OC(=O)N[C@@H](CN1C(N(C(=C(C1=O)C=1C(=C(OCC(=O)O)C=CC1)F)C)CC1=C(C=CC=C1C(F)(F)F)F)=O)C1=CC=CC=C1